N1(N=CC=C1)C=1C=C(CN(C2=CC=C(CN3CC(NCC3)=O)C=C2)CC2=CC(=CC=C2)OC)C=CC1 4-(4-((3-(1H-pyrazol-1-yl)benzyl)(3-methoxybenzyl)amino)benzyl)piperazin-2-one